O=C1N(C(CC1S/C(/N=NC(C)C1=CC=CC=C1)=N/[H])=O)C=1C=C(C(=O)O)C=CC1 3-(2,5-dioxo-3-{[(E)-N-[(1-phenylethyl)imino]carbamimidoyl]sulfanyl}pyrrolidin-1-yl)benzoic acid